Trans-(4R)-4-amino-1-[4-[4-[4-[[4-(4-amino-4-methyl-piperidine-1-carbonyl)cyclohexyl]-difluoro-methyl]-6-chloro-2-pyridyl]piperazin-1-yl]sulfonylphenyl]pyrrolidin-2-one N[C@@H]1CC(N(C1)C1=CC=C(C=C1)S(=O)(=O)N1CCN(CC1)C1=NC(=CC(=C1)C(F)(F)[C@@H]1CC[C@H](CC1)C(=O)N1CCC(CC1)(C)N)Cl)=O